C(C)(C)(C)CS(=NC(=O)OCC1NCCC(C1)(CO[Si](C)(C)C(C)(C)C)CO[Si](C)(C)C(C)(C)C)(=O)CC1=CC(=CC(=C1)[N+](=O)[O-])OCCCCO (4,4-bis(((tert-butyldimethylsilyl)oxy)methyl)piperidin-2-yl)methanol tert-butyl-N-[[3-(4-hydroxybutoxy)-5-nitro-phenyl]methyl-methyl-oxo-λ6-sulfanylidene]carbamate